[K].N(C(=O)OC(C)(C)C)C(=O)OC(C)(C)C di-tert-butyl iminodicarboxylate potassium salt